[Ca+2].C([O-])([O-])=O.[Mn+2].C([O-])([O-])=O manganese carbonate calcium